N-((S)-2-cyano-1-(4-(ethylsulfonyl)phenyl)ethyl)-4-((2S,4R)-((difluoromethoxy)methyl)-4-hydroxypyrrolidin-1-yl)benzamide C(#N)C[C@@H](C1=CC=C(C=C1)S(=O)(=O)CC)NC(C1=CC=C(C=C1)N1[C@@H](C[C@H](C1)O)COC(F)F)=O